2-(1-hydroxy-3,3,7-trimethyl-2,1-benzoxaborol-5-yl)-5-methyl-N4-phenyl-pyrimidine-2,4-diamine OB1OC(C2=C1C(=CC(=C2)C2(NC=C(C(=N2)NC2=CC=CC=C2)C)N)C)(C)C